C(=O)(OCC1C2=CC=CC=C2C2=CC=CC=C12)N1C(CCCC1)=O N-Fmocpiperidone